Cl.FC(C=1C(=C(C=CC1)[C@@H](C)N)C)F (1R)-1-[3-(difluoromethyl)-2-methylphenyl]ethane-1-amine hydrochloride